2-(4-chlorophenylmethyl)-3-(4-chlorophenyl)-3-((3-methyloxetan-3-yl)methoxy)-6-(prop-1-en-2-yl)isoindolin-1-one ClC1=CC=C(C=C1)CN1C(C2=CC(=CC=C2C1(OCC1(COC1)C)C1=CC=C(C=C1)Cl)C(=C)C)=O